methyl 3-(3-hydroxyphenyl)cyclopentane-1-carboxylate OC=1C=C(C=CC1)C1CC(CC1)C(=O)OC